8-Oxa-2-aza-spiro[4.5]decane-2-carboxylic acid (4-methoxy-7-{1-[(S)-1-(tetrahydropyran-3-yl)methyl]-1H-pyrazol-4-yl}-thiazolo[4,5-c]pyridin-2-yl)-amide COC1=NC=C(C2=C1N=C(S2)NC(=O)N2CC1(CC2)CCOCC1)C=1C=NN(C1)C[C@H]1COCCC1